Didecyldithiophosphate ammonium salt [NH4+].C(CCCCCCCCC)SP(=S)(OCCCCCCCCCC)[O-]